2-(3-methyl-1,2-oxazol-5-yl)ethan-1-amine hydrochloride Cl.CC1=NOC(=C1)CCN